3-(3,5-dichloroanilino)-2-fluoro-3-oxo-propanoic acid ClC=1C=C(NC(C(C(=O)O)F)=O)C=C(C1)Cl